C1(=CC=C(C=C1)NC=1C(=CC=CC1)C1=CC=CC=C1)C1=CC=CC=C1 N-([1,1'-biphenyl]-4-yl)-[1,1'-biphenyl]-2-amine